2-(2,6-dioxopiperidin-3-yl)-1-oxo-N-phenylisoindoline-5-carboxamide O=C1NC(CCC1N1C(C2=CC=C(C=C2C1)C(=O)NC1=CC=CC=C1)=O)=O